C1N(CCC2=CC=CC=C12)C1N(C=CC=N1)CCCCCCC(=O)NO 2-(3,4-dihydroisoquinolin-2(1H)-yl)-N-(7-(hydroxyamino)-7-oxoheptyl)pyrimidine